C1(=CC=CC=C1)C(=C(F)F)O[Si](C)(C)C ((1-phenyl-2,2-difluorovinyl)oxy)trimethylsilane